CC1=CC=C(C=N1)C1=NOC(=N1)C12CC3(CC(CC(C1)C3)C2)NC(=O)C2=NC(=CC=C2)C 6-Methyl-pyridine-2-carboxylic acid {3-[3-(6-methyl-pyridin-3-yl)-[1,2,4]oxadiazol-5-yl]adamantan-1-yl}-amide